COC1=C(C=CC=C1)NC(=S)N\N=C\1/C(NC2=CC=CC=C12)=O (Z)-N-(2-methoxyphenyl)-2-(2-oxoindoline-3-ylidene)hydrazinecarbothioamide